CN1CC(C1)(C)[C@@](O)(C1=CC(=CC=C1)C1=NC(=NO1)N1CCOCC1)C1=CC=C(C=C1)C(C)C (S)-(1,3-Dimethyl-azetidin-3-yl)-(4-isopropyl-phenyl)-[3-(3-morpholin-4-yl-[1,2,4]oxadiazol-5-yl)-phenyl]-methanol